O=C1NC(CCC1N1C(C2=CC=C(C=C2C1=O)N1CCC(CC1)C(C)O)=O)=O 2-(2,6-dioxopiperidin-3-yl)-5-[4-(1-hydroxyethyl)piperidin-1-yl]isoindole-1,3-dione